ClC=1C=C(C=CC1F)N(C(=O)[C@H]1N(CCC1)C1=NC(=CC(=C1)C(F)(F)F)C)CCCN1CCCC1 (S)-N-(3-chloro-4-fluorophenyl)-1-(6-methyl-4-(trifluoromethyl)pyridin-2-yl)-N-(3-(pyrrolidin-1-yl)propyl)pyrrolidine-2-carboxamide